1-{3-[(dimethylamino)methyl]azetidine-1-carbothioyl}azetidine CN(C)CC1CN(C1)C(=S)N1CCC1